(S)-1-(3-(3-ethyl-4-cyclopropylmethylpiperazine-1-carbonyl)-4-fluorobenzyl)quinazoline-2,4(1H,3H)-dione C(C)[C@H]1CN(CCN1CC1CC1)C(=O)C=1C=C(CN2C(NC(C3=CC=CC=C23)=O)=O)C=CC1F